2-amino-5-bromo-N'-(2-methylpropanoyl)pyridine-3-carbohydrazide NC1=NC=C(C=C1C(=O)NNC(C(C)C)=O)Br